3-(bromomethyl)oxetane BrCC1COC1